rac-6-(2-(((2R,3S,4R,5R)-5-(6-chloro-4-(cyclopentylamino)-1H-pyrazolo[3,4-d]pyrimidin-1-yl)-3,4-dihydroxytetrahydro-furan-2-yl)methoxy)-3-hydroxy-2-phosphonopropyl)picolinic acid ClC1=NC(=C2C(=N1)N(N=C2)[C@H]2[C@@H]([C@@H]([C@H](O2)CO[C@@](CC2=CC=CC(=N2)C(=O)O)(CO)P(=O)(O)O)O)O)NC2CCCC2 |&1:17|